N-(1-cyclopentylcyclopropyl)pivalamide C1(CCCC1)C1(CC1)NC(C(C)(C)C)=O